N-(cyclopropylmethyl)-7-methoxy-6-(pyrimidin-4-yloxy)-1H,2H,3H-cyclopenta[b]quinolin-9-amine C1(CC1)CNC1=C2C(=NC=3C=C(C(=CC13)OC)OC1=NC=NC=C1)CCC2